7-((1-(Methyl-sulfonyl)piperidin-4-yl)methoxy)-3H-indazole-4-carbaldehyde CS(=O)(=O)N1CCC(CC1)COC1=CC=C(C=2CN=NC12)C=O